(dimethylsulfamoyl)benzoic acid CN(S(=O)(=O)C1=C(C(=O)O)C=CC=C1)C